CN1[C@H]2[C@@](CCC1)(CCC2)COC=2N=C(C1=C(N2)C(=C(N=C1)C1=CC(=CC2=CC=C(C(=C12)C#C)F)OCOC)F)N1CCOCCC1 4-(2-{[(4as,7ar)-1-methyl-octahydro-1H-cyclopenta[b]pyridin-4a-yl]methoxy}-7-[8-ethynyl-7-fluoro-3-(methoxymethoxy)naphthalen-1-yl]-8-fluoropyrido[4,3-d]pyrimidin-4-yl)-1,4-oxazepan